NOCC#CC1=CC=C(O1)C(=O)NCCCNC(C[C@H]1C=2N(C3=C(C(=N1)C1=CC=C(C=C1)Cl)C(=C(S3)C)C)C(=NN2)C)=O (S)-5-(3-(aminooxy)prop-1-yn-1-yl)-N-(3-(2-(4-(4-chlorophenyl)-2,3,9-trimethyl-6H-thieno[3,2-f][1,2,4]triazolo[4,3-a][1,4]diazepin-6-yl)acetamido)propyl)furan-2-carboxamide